C(C)(C)(C)OC(=O)N1C[C@@H](CC1)CC(=O)N1C(OC[C@H]1CC1=CC=CC=C1)=O (3S)-3-[2-[(4R)-4-benzyl-2-oxo-oxazolidin-3-yl]-2-oxoethyl]pyrrolidine-1-carboxylic acid tert-butyl ester